ClC1=C(C(=C(C=C1OC)OC)Cl)C1=CC2=C(N=C(N=C2)NC2=C(C=CC=C2C)NC(C=C)=O)C(=N1)OC(C)C N-(2-((6-(2,6-dichloro-3,5-dimethoxyphenyl)-8-isopropoxypyrido[3,4-d]pyrimidin-2-yl)amino)-3-methylphenyl)acrylamide